C12(C(CCCC1)O2)CC21C(CC(CC2)C(=O)O)O1.CCC(CC)NC(C=C)=O N-3-pentyl-acrylamide 4-epoxycyclohexylmethyl-3,4-epoxycyclohexaneCarboxylate